FC(CF)(F)OC(C(F)(F)F)F 1,1,1,2-tetrafluoroethyl 1,1,2-trifluoroEthyl ether